diacetoxyphosphine oxide C(C)(=O)OP(OC(C)=O)=O